Bis[silacyclobutyl-{2-(5-methyl-2-furyl)-4-phenyl-5-methyl-1-indenyl}{2-(2-furyl)-4-phenyl-5-methyl-1-indenyl}]zirconium [SiH]1(CCC1)C1=C(C(=C2C(=C(C(C2=C1)[Zr]C1C(=C(C2=C(C(=C(C=C12)[SiH]1CCC1)C)C1=CC=CC=C1)C1C(=CC2=C(C(=CC=C12)C)C1=CC=CC=C1)C=1OC(=CC1)C)C=1OC=CC1)C=1OC=CC1)C1C(=CC2=C(C(=CC=C12)C)C1=CC=CC=C1)C=1OC(=CC1)C)C1=CC=CC=C1)C